(S)-N-(4'-(6-(2-amino-2-oxoethyl)-2,3,9-trimethyl-6H-thieno[3,2-f][1,2,4]triazolo[4,3-a][1,4]diazepin-4-yl)-[1,1'-biphenyl]-3-yl)benzofuran-7-carboxamide NC(C[C@H]1C=2N(C3=C(C(=N1)C1=CC=C(C=C1)C1=CC(=CC=C1)NC(=O)C1=CC=CC=4C=COC41)C(=C(S3)C)C)C(=NN2)C)=O